2-cyclopentyl-5-methoxyisoindolin-1-one C1(CCCC1)N1C(C2=CC=C(C=C2C1)OC)=O